FC1(CN(CC[C@H]1NC1=NN2C(C(=N1)OC)=C(C(=C2)F)C=2C=CC1=C(N(C=N1)CCF)C2)S(=O)(=O)C)F (R)-N-(3,3-difluoro-1-(methylsulfonyl)piperidin-4-yl)-6-fluoro-5-(1-(2-fluoroethyl)-1H-benzo[d]imidazol-6-yl)-4-methoxypyrrolo[2,1-f][1,2,4]triazin-2-amine